ClC1=C(C=CC(=C1)S(=O)(=O)C)C1=CC=C(C=C1)C1CNC1 3-[4-(2-Chloro-4-methylsulfonyl-phenyl)phenyl]azetidine